N-(4-fluorophenyl)-N-(4-((6-formyl-7-methoxyquinolin-4-yl)oxy)phenyl)cyclopropane-1,1-dicarboxamide FC1=CC=C(C=C1)N(C(=O)C1(CC1)C(=O)N)C1=CC=C(C=C1)OC1=CC=NC2=CC(=C(C=C12)C=O)OC